triethylene glycol e-bis[3-(3-tert-butyl-4-hydroxy-5-methylphenyl)propionate] C(C)(C)(C)C=1C=C(C=C(C1O)C)CCC(=O)OCCOCCOCCOC(CCC1=CC(=C(C(=C1)C)O)C(C)(C)C)=O